C1(=CC=CC=C1)C1=CC(=CC(=C1)C1=C(C(=NC(=C1N1C2=CC=C(C=C2C=2C=C(C=CC12)C#N)C#N)N1C2=CC=C(C=C2C=2C=C(C=CC12)C1=CC=CC=C1)C1=CC=CC=C1)N1C2=CC=C(C=C2C=2C=C(C=CC12)C#N)C#N)N1C2=CC=C(C=C2C=2C=C(C=CC12)C#N)C#N)C1=CC=CC=C1 9,9',9''-(4-([1,1':3',1''-terphenyl]-5'-yl)-6-(3,6-diphenyl-9H-carbazol-9-yl)pyridine-2,3,5-triyl)tris(9H-carbazole-3,6-dicarbonitrile)